C12OCC(C1)(C2)C=2N=C1N(C=C(C(=N1)OC(C)C)C(=O)NC=1C(N(C=CC1)C1C(C1)F)=O)C2 2-(2-oxabicyclo[2.1.1]hex-4-yl)-N-(1-(2-fluorocyclopropyl)-2-oxo-1,2-dihydropyridin-3-yl)-7-isopropoxyimidazo[1,2-a]pyrimidine-6-carboxamide